FC1=CC=C(C=C1)N1N=CC2=C1C=C1CCN(C[C@]1(C2)C(=O)C=2SC=CN2)S(=O)(=O)C2=CC=C(C=C2)C(F)(F)F (R)-(1-(4-fluorophenyl)-6-((4-(trifluoromethyl)phenyl)sulfonyl)-4,4a,5,6,7,8-hexahydro-1H-pyrazolo[3,4-g]isoquinolin-4a-yl)(thiazol-2-yl)methanone